2-amino-3,5-dimethylbenzene NC1=CC=C(C=C1C)C